4-(3-Bromopropoxy)benzene-1-sulfonyl chloride BrCCCOC1=CC=C(C=C1)S(=O)(=O)Cl